C(=O)OC(C(=O)O)(C)C Alpha-formyloxy-isobutyric acid